C(C)(C)(C)OC(NCCOCCOCCOCCOCCC1=CC=CC=2N(C(N(C21)C)=O)C2C(NC(CC2)=O)=O)=O (14-(1-(2,6-Dioxopiperidin-3-yl)-3-methyl-2-oxo-2,3-dihydro-1H-benzo[d]imidazol-4-yl)-3,6,9,12-tetraoxatetradecyl)carbamic acid tert-butyl ester